O=C(C(C1=CC=CC=C1)C(C(=O)OCC)C(=O)OCC)CCCCC(C)=O Diethyl 2-(2,7-dioxo-1-phenyloctyl)malonate